C=1(C(=CC(=C2C(=CC=CC12)C(=O)O)C(=O)O)C(=O)O)C(=O)O naphthalene-1,2,4,5-tetracarboxylic acid